C(#N)C1=CC(=C(COC2=CC=CC(=N2)COC2CCN(CC2)CC2=NC3=C(N2C[C@H]2OCC2)C=C(C=C3)C(=O)O)C=C1)F (S)-2-((4-((6-((4-cyano-2-fluorobenzyl)oxy)pyridin-2-yl)methoxy)piperidin-1-yl)methyl)-1-(oxetane-2-ylmethyl)-1H-benzo[d]imidazole-6-carboxylic acid